NC=1C2=C(N=CN1)N(C(=C2C2=CC=C(C=C2)OC2=NC=CC(=N2)C)C2=C(C=C(C=C2)N2C(C(CC2)=C)=O)C)C 1-(4-(4-amino-7-methyl-5-(4-((4-methylpyrimidin-2-yl)oxy)phenyl)-7H-pyrrolo[2,3-d]pyrimidin-6-yl)-3-methylphenyl)-3-methylenepyrrolidin-2-one